1-methylbutyl propanoate C(CC)(=O)OC(CCC)C